C(#N)C1=CC(=C(C=C1)N1C(=C(CC2=C(N=CC(=C12)C)OC1CCCC1)C(=O)N)C)OC (4-cyano-2-methoxyphenyl)-5-(cyclopentyloxy)-2,8-dimethyl-1,4-dihydro-1,6-naphthyridine-3-carboxamide